3-(6-(2-(1H-Pyrazol-3-yl)morpholino)-1-methyl-1H-pyrazolo[3,4-d]pyrimidin-3-yl)-2,6-difluoro-5-(trifluoromethyl)phenol N1N=C(C=C1)C1OCCN(C1)C1=NC=C2C(=N1)N(N=C2C=2C(=C(C(=C(C2)C(F)(F)F)F)O)F)C